[I-].C[N+]1(C(CCCC1)CCN(C1CC2=CC=CC=C2C1)C1=CC(=CC=C1)F)C 1,1-dimethyl-2-[2-((3-fluorophenyl)(indan-2-yl)amino)ethyl]piperidinium iodide